CCCCCCCCCCCOCCCCCCCCCCC n-undecyl ether